N1=C(C=CC=C1)C1=CC(=NN1)C(=O)[O-] 5-(pyridyl)-pyrazolate